(3-methoxybenzylidene)acetohydrazide COC=1C=C(C=CC(=O)NN)C=CC1